Cl.C1CC12OCCNC2 4-Oxa-7-azaspiro[2.5]octane hydrochloride